trans-4-((tert-Butyldimethylsilyl)oxy)-N-((trans-4-(4-methoxy-3-methylphenyl)cyclohexyl)methyl)-N-(3-(4,4,5,5-tetramethyl-1,3,2-dioxaborolan-2-yl)phenyl)cyclohexanecarboxamide [Si](C)(C)(C(C)(C)C)O[C@@H]1CC[C@H](CC1)C(=O)N(C1=CC(=CC=C1)B1OC(C(O1)(C)C)(C)C)C[C@@H]1CC[C@H](CC1)C1=CC(=C(C=C1)OC)C